C(C)(C)(C)N1CCC2(CC1)[C@H](C=1C(=NC=CC1)C2)N[S@](=O)C(C)(C)C tert-butyl-(5R)-5-[[(R)-tert-butylsulfinyl]amino]spiro[5,7-dihydrocyclopenta[b]pyridine-6,4'-piperidine]